(R)-N-(5-cyano-2-oxa-5-azaspiro[3.4]octan-7-yl)-5-(2-phenoxyphenyl)-1H-pyrazole-3-carboxamide C(#N)N1C2(COC2)C[C@H](C1)NC(=O)C1=NNC(=C1)C1=C(C=CC=C1)OC1=CC=CC=C1